C(C)C1=C(C=C(C(=O)O)C=C1)S(NC1=C(C=CC(=C1)C(F)(F)F)N1C[C@H](CCC1)F)(=O)=O (S)-4-ethyl-3-(N-(2-(3-fluoropiperidin-1-yl)-5-(trifluoromethyl)phenyl)sulfamoyl)benzoic acid